C(C)(C)(C)OC(N(CC1=CC(=C(C=C1)C1=NC=CC=C1)OC)C1=CC(=NC=2N1N=CC2C2CC2)Cl)=O (5-chloro-3-cyclopropylpyrazolo[1,5-a]pyrimidin-7-yl)(3-methoxy-4-(pyridin-2-yl)benzyl)carbamic acid tert-butyl ester